FC=1C=C(C=CC1)NC1=CC2=C(NC(=N2)CSC2=CC(=NC=C2)C(F)(F)F)C=C1 N-(3-Fluorophenyl)-2-(((2-(trifluoromethyl)pyridin-4-yl)thio)methyl)-1H-benzo[d]imidazol-5-amine